The molecule is the ammonium ion resulting from addition of a proton to the nitrogen of deacetylisoipecoside. It is an ammonium ion derivative and an organic anion. It is a conjugate acid of a deacetylisoipecoside. COC(=O)C1=CO[C@H]([C@@H]([C@@H]1C[C@H]2C3=CC(=C(C=C3CC[NH2+]2)O)O)C=C)O[C@H]4[C@@H]([C@H]([C@@H]([C@H](O4)CO)O)O)O